BrC=1C=C(C=CC1)NC(=O)C1=NC2=C(N1)C=CC=C2 N-(3-bromophenyl)-1H-benzo[d]imidazole-2-carboxamide